6-bromo-5-fluoro-M-methylbenzene-1,2-diamine BrC=1C(=CC(=C(C1N)N)C)F